O=C1NC(CCC1N1C(C2=CC=C(C=C2C1=O)N1CCC(CC1)CN1CCN(CC1)CC[C@H]1CN(CCO1)C1=NC=NC(=C1)C1=NNC2=CC=C(C=C12)OC(C)C)=O)=O 2-(2,6-dioxo-3-piperidyl)-5-[4-[[4-[2-[(2S)-4-[6-(5-isopropoxy-1H-indazol-3-yl)pyrimidin-4-yl]morpholin-2-yl]ethyl]piperazin-1-yl]methyl]-1-piperidyl]isoindoline-1,3-dione